CC1C(N(C2CC1C2)C(=O)C2=NN(C=C2C2=NC=CC=N2)C)CNC2=NC=C(N=C2)C(F)(F)F cis-N-({4-Methyl-2-[1-methyl-4-(pyrimidin-2-yl)-1H-pyrazol-3-carbonyl]-2-azabicyclo[3.1.1]heptan-3-yl}methyl)-5-(trifluoromethyl)pyrazin-2-amin